C(C)(C)(C)OC(=O)NC1CC(C1)OC1=CC=C(C=C1)C(C)(C)C1=CC=C(OC2=NC=CC(=N2)C(=O)OC)C=C1 Methyl 2-(4-(2-(4-((1r,3r)-3-((tert-butoxycarbonyl)amino)cyclobutyloxy)phenyl)propan-2-yl)phenoxy)pyrimidin-4-carboxylate